ClC=1C=CC(=C(C1)C1=CC(=C(N=N1)C)NC1=CC(=NC=C1)NC(=O)CCN1CC(N(CC1)C)CC(=O)OC)F methyl 2-(4-{2-[(4-{[6-(5-chloro-2-fluorophenyl)-3-methylpyridazin-4-yl]amino}pyridin-2-yl)carbamoyl]ethyl}-1-methylpiperazin-2-yl)acetate